O=C1CCCC1 4-oxocyclopentane